4-amino-1,2,4-triazole-3-one NN1C(NN=C1)=O